(1-(2-(4-(4-nitrophenyl)piperazin-1-yl)ethyl)piperidin-4-yl)methanamine [N+](=O)([O-])C1=CC=C(C=C1)N1CCN(CC1)CCN1CCC(CC1)CN